FC1=C(CN2C=NN(C2=O)C2=CC=C(OC=3SC(=CN3)C(=O)N)C=C2)C(=CC=C1)F 2-(4-(4-(2,6-difluorobenzyl)-5-oxo-4,5-dihydro-1H-1,2,4-triazol-1-yl)phenoxy)thiazole-5-carboxamide